CN1CC(C1)(C)[C@@](C=1C=C(C=NC1)C#CC(C)(O)C1=NC=C(N=C1)C)(C1=CC=C(C=C1)C(C)C)O 4-{5-[(R)-(1,3-dimethyl-azetidin-3-yl)-hydroxy-(4-isopropyl-phenyl)-methyl]-pyridin-3-yl}-2-(5-methyl-pyrazin-2-yl)-but-3-yn-2-ol